4'-cyclopropyl-6'-methoxy-N-methyl-4-((4-(1-methyl-4-(trifluoromethyl)-1H-imidazol-2-yl)benzyl)oxy)-[2,5'-bipyrimidin]-5-amine C1(CC1)C1=NC=NC(=C1C1=NC=C(C(=N1)OCC1=CC=C(C=C1)C=1N(C=C(N1)C(F)(F)F)C)NC)OC